5-(((5-cyclohexylpyridin-2-yl)methyl)amino)-6-fluoroisoindolin-1-one C1(CCCCC1)C=1C=CC(=NC1)CNC=1C=C2CNC(C2=CC1F)=O